CC(C(=O)NC1=NC=C(C=C1)C1=CC=CC=C1)C 2-Methyl-N-(5-phenyl-2-pyridinyl)propanamide